4-(3-bromobenzylidene)-2,6-bis-tert-butylcyclohex-2,5-dien-1-one BrC=1C=C(C=C2C=C(C(C(=C2)C(C)(C)C)=O)C(C)(C)C)C=CC1